N-β-aminoethylamino-propyltrimethoxysilane NCCNCO[Si](OC)(OC)CCC